(2S,3S,4R,5R)-2-(2-((S)-2-Methyl-2,3-dihydro-1H-pyrrolo[2,3-b]chinolin-7-yl)ethyl)-5-(4-methyl-7H-pyrrolo[2,3-d]pyrimidin-7-yl)tetrahydrothiophen-3,4-diol C[C@H]1CC=2C(=NC3=CC(=CC=C3C2)CC[C@@H]2S[C@H]([C@@H]([C@@H]2O)O)N2C=CC3=C2N=CN=C3C)N1